CN(CCCN(C(=O)C1N(NC(C1)=O)C1=NC(=CC(=C1)C(F)(F)F)C)C1=CC(=C(C=C1)F)C)C N-(3-(dimethylamino)propyl)-N-(4-fluoro-3-methylphenyl)-2-(6-methyl-4-(trifluoromethyl)pyridin-2-yl)-5-oxopyrazolidine-3-carboxamide